6-methyl-coumarin CC=1C=C2C=CC(OC2=CC1)=O